ClC1=C(C=CC=C1)C1=CC(=CC2=C1NC(=NS2(=O)=O)NC)F 5-(2-chlorophenyl)-7-fluoro-3-(methylamino)-4H-benzo[e][1,2,4]thiadiazine 1,1-dioxide